benzhydryl-germane C(C1=CC=CC=C1)(C1=CC=CC=C1)[GeH3]